C(C)(=O)O[C@H]1[C@@H](O[C@H]([C@@H]([C@H]1OC(C)=O)OC(C)=O)C)CCC(=O)OC Methyl 3-(2,3,4-tri-O-acetyl-α-L-rhamnopyranosyl)propanoate